4-(2-(1-(2-(methylthio)propanoyl)piperidin-2-yl)-1H-imidazol-4-yl)benzonitrile CSC(C(=O)N1C(CCCC1)C=1NC=C(N1)C1=CC=C(C#N)C=C1)C